L-Aspartyl-L-phenylalanin-methylester COC([C@@H](NC([C@@H](N)CC(=O)O)=O)CC1=CC=CC=C1)=O